dimethyl ((1R,1'R)-((6S,6'S)-(((9,9-dibutyl-9H-fluorene-2,7-diyl)bis(azanediyl))bis(carbonyl))bis(5-azaspiro[2.4]heptane-6,5-diyl))bis(2-oxo-1-phenylethane-2,1-diyl))dicarbamate C(CCC)C1(C2=CC(=CC=C2C=2C=CC(=CC12)NC(=O)[C@H]1N(CC2(CC2)C1)C([C@@H](C1=CC=CC=C1)NC(OC)=O)=O)NC(=O)[C@H]1N(CC2(CC2)C1)C([C@@H](C1=CC=CC=C1)NC(OC)=O)=O)CCCC